(S)-8-(2-fluoro-5-(trifluoromethyl)phenyl)-1,3,4,12a-tetrahydrobenzo[e]pyrazino[1,2-a][1,4]diazepine-6,12(2H,11H)-dione 2,2,2-trifluoroacetate FC(C(=O)O)(F)F.FC1=C(C=C(C=C1)C(F)(F)F)C1=CC2=C(NC([C@H]3N(C2=O)CCNC3)=O)C=C1